6,6-diacetyl-2-[(2,2-diacetyl-1,3-dioxo-2,3-dihydro-1H-inden-5-yl)oxy]-5H,6H,7H-cyclopenta[b]pyridine-5,7-dione C(C)(=O)C1(C(C=2C(=NC(=CC2)OC=2C=C3C(C(C(C3=CC2)=O)(C(C)=O)C(C)=O)=O)C1=O)=O)C(C)=O